C(/C1=CC=CC=C1)=C\1/C2C(N3N1C(CC3(C)C)=O)C3=CC=C1C(=C3C2)OCCO1 (E)-12-Benzylidene-8,8-dimethyl-2,3,6b,8,9,12,12a,13-octahydro-10H-[1,4]dioxino[2',3':4,5]indeno[1,2-c]pyrazolo[1,2-a]pyrazol-10-one